NC1(CCC1)C1=NC=C(C=N1)C=1C=CC2=C(C1)N1[C@H]3C4=C(C(N([C@@H](C1=N2)C3)C)=O)C=CC=C4OC(F)F (7R,14R)-11-[2-(1-aminocyclobutyl)pyrimidin-5-yl]-1-(difluoromethoxy)-6-methyl-6,7-dihydro-7,14-methanobenzimidazo[1,2-b][2,5]benzodiazocin-5(14H)-one